(5R)-2-(4-fluoro-2,3-dihydro-1H-indene-1-carbonyl)-9,9-dimethyl-8-oxo-2-azaspiro[4.5]dec-6-ene-7-carbonitrile FC1=C2CCC(C2=CC=C1)C(=O)N1C[C@]2(CC1)C=C(C(C(C2)(C)C)=O)C#N